N1(N=CN=C1)CCOC=1C=C(NC2=CC=CC=C2)C=CC1Cl 3-(2-(1H-1,2,4-triazol-1-yl)ethoxy)-4-chloro-N-phenylaniline